(4S)-(((2R,3S,4R,5R)-5-(6-amino-9H-purin-9-yl)-3,4-dihydroxytetrahydrofuran-2-yl)methoxy)-4-(2,5-dichlorophenyl)-1,3,2-dioxaphosphorinane 2-sulfide NC1=C2N=CN(C2=NC=N1)[C@H]1[C@@H]([C@@H]([C@H](O1)COP1(OCC[C@H](O1)C1=C(C=CC(=C1)Cl)Cl)=S)O)O